(2S)-2-{(3s)-1-[(4-azido-2-chlorophenyl)methyl]piperidin-3-yl}propane-1,2-diol N(=[N+]=[N-])C1=CC(=C(C=C1)CN1C[C@H](CCC1)[C@](CO)(C)O)Cl